C(C)S(=O)(=O)C=1C(=NN2C1C=CC=C2)C(C)=O 1-(3-ethylsulfonylpyrazolo[1,5-a]pyridin-2-yl)ethanone